[1-(4-{[2-methyl-6-(trifluoromethyl)phenyl]methoxy}phenyl)-1,2,4-triazol-3-yl]methanol Indium [In].CC1=C(C(=CC=C1)C(F)(F)F)COC1=CC=C(C=C1)N1N=C(N=C1)CO